2-(4-bromophenyl)-4-(3-thienylmethyl)-thieno[2,3-d]pyridazine-7-carboxamide BrC1=CC=C(C=C1)C1=CC=2C(=C(N=NC2CC2=CSC=C2)C(=O)N)S1